CC1=C2N(C(C(=C1)NC1=CC(=NC=N1)NCCC(=O)O)=O)C1(NC2=O)CCCCC1 3-((6-((8'-methyl-1',5'-dioxo-1',5'-dihydro-2'H-spiro[cyclohexane-1,3'-imidazo[1,5-a]pyridin]-6'-yl)amino)pyrimidin-4-yl)amino)propanoic acid